BrC1=C(OCC(=O)N2C[C@H]3N(C(C4=C(NC3=O)C=CC(=C4)C4=CC(=CC=C4)C(F)(F)F)=O)CC2)C=CC(=C1)OC(F)(F)F (R)-2-(2-(2-bromo-4-(trifluoromethoxy)phenoxy)acetyl)-8-(3-(trifluoromethyl)phenyl)-1,3,4,12a-tetrahydrobenzo[e]pyrazino[1,2-a][1,4]diazepine-6,12(2H,11H)-dione